C1=CC=C2C(=C1)C=C(N2)C3=C(C=C(C=C3)N)N 4',6'-diamino-2-phenylindole